4-{6-[(2S)-2-(2-isopropylphenyl)pyrrolidin-1-yl]-2-azaspiro[3.3]heptan-2-yl}-N-{3-nitro-4-[(oxan-4-ylmethyl)amino]benzenesulfonyl}benzamide C(C)(C)C1=C(C=CC=C1)[C@H]1N(CCC1)C1CC2(CN(C2)C2=CC=C(C(=O)NS(=O)(=O)C3=CC(=C(C=C3)NCC3CCOCC3)[N+](=O)[O-])C=C2)C1